FC1=C(C(=CC=C1)C)C=1C=C(C=2C=CN=CC2C1)NC1CN(C1)C 7-(2-fluoro-6-methyl-phenyl)-N-(1-methylazetidin-3-yl)isoquinolin-5-amine